(S)-N-(4-Amino-4-oxo-1-phenylbutyl)-3-(4-(trifluoromethyl)phenyl)-1,4,5,7-tetrahydro-6H-pyrazolo[3,4-c]pyridine-6-carboxamide NC(CC[C@@H](C1=CC=CC=C1)NC(=O)N1CC2=C(CC1)C(=NN2)C2=CC=C(C=C2)C(F)(F)F)=O